stearylacetyl glutamate N[C@@H](CCC(=O)[O-])C(=O)OC(CCCCCCCCCCCCCCCCCCC)=O